N-[[(3R)-3-piperidyl]methyl]acetamide N1C[C@@H](CCC1)CNC(C)=O